3-(butan-2-yl)phenol CC(CC)C=1C=C(C=CC1)O